ClC1=NC=C(C(=C1)C1=C(C=NC(=C1)C)C(=O)NC=1SC2=C(N1)CN(C2)C(=O)C2CCC(CC2)OC)OC 2'-chloro-5'-methoxy-6-methyl-N-{5-[(1r,4r)-4-methoxycyclohexane-carbonyl]-4H,5H,6H-pyrrolo[3,4-d][1,3]thiazol-2-yl}-[4,4'-bipyridine]-3-carboxamide